3,6-dibromohexane BrC(CC)CCCBr